(S)-1-(3-(7-acetyl-4-amino-3-((1-ethyl-6-fluoro-1H-benzo[d]imidazol-5-yl)ethynyl)-1H-pyrazolo[4,3-c]pyridin-1-yl)pyrrolidin-1-yl)prop-2-en-1-one C(C)(=O)C=1C2=C(C(=NC1)N)C(=NN2[C@@H]2CN(CC2)C(C=C)=O)C#CC2=CC1=C(N(C=N1)CC)C=C2F